N-(6-amino-5-ethylpyridin-3-yl)-2-((2R,5S)-2-(3-chloro-5-(2-(dimethylamino)Ethoxy)phenyl)-5-methylpiperidin-1-yl)-2-oxoacetamide NC1=C(C=C(C=N1)NC(C(=O)N1[C@H](CC[C@@H](C1)C)C1=CC(=CC(=C1)OCCN(C)C)Cl)=O)CC